methyl (S)-(1-((5-bromo-3-methoxypyridin-2-yl)methyl)-7-((1-((tert-butyldiphenylsilyl)oxy)hexan-3-yl)amino)-1H-pyrazolo[4,3-d]pyrimidin-5-yl)carbamate BrC=1C=C(C(=NC1)CN1N=CC=2N=C(N=C(C21)N[C@H](CCO[Si](C2=CC=CC=C2)(C2=CC=CC=C2)C(C)(C)C)CCC)NC(OC)=O)OC